ClC1=CC=C(C(=N1)C(=O)O)N[C@H](C)C1=C2N=C(C(=NC2=CC(=C1)C)C#N)N1CCN(CC1)C1=CC(=CC=C1)C(F)(F)F (R)-6-chloro-3-((1-(2-cyano-7-methyl-3-(4-(3-(trifluoromethyl)phenyl)piperazin-1-yl)quinoxalin-5-yl)ethyl)amino)picolinic acid